N-(2-((1S,3S,5S)-3-cyano-2-azabicyclo[3.1.0]hex-2-yl)-2-oxoethyl)-2,7-dimethylquinoline-4-carboxamide C(#N)[C@H]1N([C@H]2C[C@H]2C1)C(CNC(=O)C1=CC(=NC2=CC(=CC=C12)C)C)=O